[I-].[Br-].[Tl+2].C(C)(C)(C)[Si](OCC1CCC(CC1)N1N=CC(=C1)[N+](=O)[O-])(C)C tert-butyldimethyl-[[4-(4-nitropyrazol-1-yl)cyclohexyl]methoxy]silane Thallium bromid iodid